C(=O)C1=CC=C(C=C1)C1=CC(=CC(=C1)C1=CC=C(C=C1)C=O)C1=CC=C(C=C1)C=O 1,3,5-Tris(4-formylphenyl)benzene